zinc di-lysinate N[C@@H](CCCCN)C(=O)[O-].N[C@@H](CCCCN)C(=O)[O-].[Zn+2]